α-(2-indanyl)glycine C1C(CC2=CC=CC=C12)C(N)C(=O)O